C(C)OC=1N=C2C(=CC=NC2=CC1OC)OC1=C(C=C(C=C1)NC(=O)C=1C(N(C=CC1C)C1=CC=C(C=C1)F)=O)F N-[4-[(6-Ethoxy-7-methoxy-1,5-naphthyridin-4-yl)oxy]-3-fluorophenyl]-1-(4-fluorophenyl)-4-methyl-2-oxopyridine-3-carboxamide